(R)-6-(1-acetyl-3-Methylazetidin-3-yl)-4-((1-(3-(difluoromethyl)-2-fluorophenyl)ethyl)amino)-2-methylpyrido[3,4-d]pyridazin-1,7(2H,6H)-dione C(C)(=O)N1CC(C1)(C)N1C=C2C(=NN(C(C2=CC1=O)=O)C)N[C@H](C)C1=C(C(=CC=C1)C(F)F)F